2-(6-(((1R,3S,5S)-1,5-dimethyl-8-azabicyclo[3.2.1]octan-3-yl)(methyl)amino)pyridazin-3-yl)-5-(1-(methyl-d3)-1H-pyrazol-4-yl)phenol C[C@]12CC(C[C@](CC1)(N2)C)N(C2=CC=C(N=N2)C2=C(C=C(C=C2)C=2C=NN(C2)C([2H])([2H])[2H])O)C